C(C=C)(=O)NCCN 2-acrylamidoethylamine